tert-butyl (S)-6-(7-cyclopropyl-4-((5-methyl-1-(methylamino)-1-oxohexan-3-yl)amino)quinazolin-2-yl)-2,6-diazaspiro[3.4]octane-2-carboxylate C1(CC1)C1=CC=C2C(=NC(=NC2=C1)N1CC2(CN(C2)C(=O)OC(C)(C)C)CC1)N[C@H](CC(=O)NC)CC(C)C